3-benzyl-6-(4-methoxyphenyl)-5-methyl-2-phenylpyrazolo[1,5-a]pyrimidin-7(4H)-one C(C1=CC=CC=C1)C=1C(=NN2C1NC(=C(C2=O)C2=CC=C(C=C2)OC)C)C2=CC=CC=C2